C(C)(C)(C)OC(=O)N[C@H]1CN(C[C@H]1C)CCCC(=O)OC methyl 4-[(3R,4R)-3-{[(tert-butoxy)carbonyl]amino}-4-methylpyrrolidin-1-yl]butanoate